(+/-)-trans-methyl 3-((2-(5-fluoro-1-tosyl-1H-pyrrolo[2,3-b]pyridin-3-yl)-6-(4-fluorophenyl)pyrimidin-4-yl)amino)bicyclo[2.2.2]octane-2-carboxylate FC=1C=C2C(=NC1)N(C=C2C2=NC(=CC(=N2)NC2C(C1CCC2CC1)C(=O)OC)C1=CC=C(C=C1)F)S(=O)(=O)C1=CC=C(C)C=C1